COC(NS(=O)(=O)C1=C(C=C(C=C1)CC(C)C)C1=CC=C(C=C1)CN1C(=NC(=C1)Cl)C(C)(C)C)=O.N=1CC(C=CC1)(C=1C=CC=NC1)C1=C(C=CC=C1)C1=CC(=CC=C1)C1=C(C=CC=C1)C1(CN=CC=C1)C=1C=CC=NC1 1,3-bis(3,5-bipyridin-3-yl-phenyl)benzene Methyl-((4'-((2-(tert-butyl)-4-chloro-1H-imidazol-1-yl)methyl)-5-isobutyl-[1,1'-biphenyl]-2-yl)sulfonyl)carbamate